1-[(1-{[(tert-butyldiphenylsilyl)oxy]methyl}cyclopropyl)methyl]-4-(fluoromethylidene)piperidine [Si](C1=CC=CC=C1)(C1=CC=CC=C1)(C(C)(C)C)OCC1(CC1)CN1CCC(CC1)=CF